OC=1C(=NC=CC1OC)C(=O)N[C@@H](C)C1=NOC(=N1)C(C)(C)C1=CC=CC=C1 (S)-3-hydroxy-4-methoxy-N-(1-(5-(2-phenylpropan-2-yl)-1,2,4-oxadiazol-3-yl)ethyl)picolinamide